S1C2=C(C=C1)C=C(C=C2)B2OC(C(O2)(C)C)(C)C 2-(benzo[b]thiophen-5-yl)-4,4,5,5-tetramethyl-1,3,2-dioxaborolane